4-(hydroxymethyl)-4-methyl-8-(1-((2-(trimethylsilyl)ethoxy)methyl)-1H-pyrazol-4-yl)-1,5-dihydro-2H-pyrano[3,4-b]Thieno[3,2-d]Pyridin-6(4H)-one OCC1(OCCC2=C1NC(C1=C2C=C(S1)C=1C=NN(C1)COCC[Si](C)(C)C)=O)C